Tert-butyl (5-((4-(4-benzyl-5-oxo-4,5-dihydro-1H-1,2,4-triazol-1-yl)phenyl)sulfonyl)-4-methylthiazol-2-yl)carbamate C(C1=CC=CC=C1)N1C=NN(C1=O)C1=CC=C(C=C1)S(=O)(=O)C1=C(N=C(S1)NC(OC(C)(C)C)=O)C